5-[4-[[[3-[4-[(2,6-dioxo-3-piperidyl)carbamoyl]phenoxy]cyclobutyl]-isopropyl-amino]methyl]-1-piperidyl]pyrazine-2-carboxamide O=C1NC(CCC1NC(=O)C1=CC=C(OC2CC(C2)N(C(C)C)CC2CCN(CC2)C=2N=CC(=NC2)C(=O)N)C=C1)=O